NC1=C(C=CC(=C1)F)C1=CC(=NC=C1)[C@H](CC=C)NS(=O)C(C)(C)C 2-Methyl-propane-2-sulfinic acid {(S)-1-[4-(2-amino-4-fluoro-phenyl)-pyridin-2-yl]-but-3-enyl}-amide